O=C1N(CC2=CC(=CC=C12)O[C@H]1[C@@H](CCCC1)N1CC(C1)C=1C=NC=CC1)C1C(NC(CC1)=O)=O 3-(1-oxo-5-(((1R,2R)-2-(3-(pyridin-3-yl)azetidin-1-yl)-cyclohexyl)oxy)isoindolin-2-yl)piperidine-2,6-dione